P(=O)([O-])([O-])[O-].[Al+3].[Fe+2] iron-aluminum phosphate